COC=1C=C2C(=NC=NC2=CC1OC)N1CC(C1)CCNS(=O)(=O)N N-((1-(6,7-dimethoxyquinazolin-4-yl)azetidin-3-yl)ethyl)sulfamide